COC(=O)C1=C(C2=C(S1)C=CC=C2)NC(C[N+]2(CCCCCC2)CC(NC=2C1=C(SC2C(=O)OC)C=CC=C1)=O)=O 1,1-bis(2-((2-(methoxycarbonyl)benzo[b]thiophen-3-yl)amino)-2-oxoethyl)azepan-1-ium